2-(2,6-dioxopiperidin-3-yl)-5-((4-(3-fluorophenyl)piperazin-1-yl)methyl)isoindoline-1,3-dione O=C1NC(CCC1N1C(C2=CC=C(C=C2C1=O)CN1CCN(CC1)C1=CC(=CC=C1)F)=O)=O